OC1=CC=C2C(=CC(OC2=C1)=O)C1=C(C=CC=C1)C 7-hydroxy-4-(o-tolyl)-2H-chromen-2-one